N-[(4R)-3,3-difluoropiperidin-4-yl]-2-methyl-5-{[2-(trifluoromethyl)pyridin-3-yl]methoxy}furo[2,3-c]pyridine-3-carboxamide FC1(CNCC[C@H]1NC(=O)C1=C(OC2=CN=C(C=C21)OCC=2C(=NC=CC2)C(F)(F)F)C)F